C[Si](C1=CC=C(C=C1)C#C)(C)C trimethyl-(4-ethynylphenyl)silane